bis(diethylmethylsilyl) telluride C(C)[Si](C)(CC)[Te][Si](C)(CC)CC